1-methoxy-2-methyl-1-oxopropan-2-yl 2-(4-(4-chlorobenzoyl) phenyl)-2-methylpropanoate ClC1=CC=C(C(=O)C2=CC=C(C=C2)C(C(=O)OC(C(=O)OC)(C)C)(C)C)C=C1